C(C)(C)(C)OOC(CC(CC(C)(C)C)C)=O t-butyl-(3,5,5-trimethylhexanoyl)peroxide